C(C(=O)[O-])C(=O)[O-] methylenedicarboxylate